1-(2-methoxyethoxy)-2-methoxyethane COCCOCCOC